OC1=C(C=C(C=C1)C(COC)=O)[N+](=O)[O-] 1-(4-hydroxy-3-nitrophenyl)-2-methoxyethan-1-one